1-(bromomethyl)-3-[(trifluoromethyl)oxy]benzene BrCC1=CC(=CC=C1)OC(F)(F)F